FC=1C(=CC(=C(C(=O)NC=2C(=NC=CC2C)OC)C1)O[C@H](C(F)(F)F)C)N1N=C2COCCCN2C1=O 5-fluoro-N-(2-methoxy-4-methylpyridin-3-yl)-4-(3-oxo-6,7-dihydro-3H,5H-[1,2,4]triazolo[3,4-c][1,4]oxazepin-2(9H)-yl)-2-{[(2S)-1,1,1-trifluoropropan-2-yl]oxy}benzamide